C1(=CC=CC=C1)C1(CC(=NO1)C(=O)O)C1=CC=CC=C1 4,5-dihydro-5,5-diphenyl-1,2-oxazole-3-carboxylic acid